1-(Ethylamino)-4-(3-fluorophenyl)-6-(trifluoromethyl)-3H-pyrido[1,2-c]pyrimidin-3-one C(C)NC1=NC(C(=C2N1C=CC(=C2)C(F)(F)F)C2=CC(=CC=C2)F)=O